tert-butyl 6-[(4-bromoimidazol-1-yl)methyl]-2-azaspiro[3.3]heptane-2-carboxylate BrC=1N=CN(C1)CC1CC2(CN(C2)C(=O)OC(C)(C)C)C1